Tert-butyl 8-(((4-cyanopyridin-2-yl) oxy) methyl)-3-azabicyclo[3.2.1]octane-3-carboxylate C(#N)C1=CC(=NC=C1)OCC1C2CN(CC1CC2)C(=O)OC(C)(C)C